(6AR)-1,4-dichloro-3-(2-fluoro-6-methoxyphenyl)-6a,7,9,10-tetrahydro-12H-pyrazino[2,1-c]pyrido[3,4-f][1,4]oxazepin-8(6H)-carboxylic acid tert-butyl ester C(C)(C)(C)OC(=O)N1C[C@@H]2COC3=C(CN2CC1)C(=NC(=C3Cl)C3=C(C=CC=C3OC)F)Cl